C(C)OC(=O)C1=C(N=C(N=N1)SC)NC1=C(C=CC=C1)C#N 5-((2-cyanophenyl)amino)-3-methylsulfanyl-1,2,4-triazine-6-carboxylic acid ethyl ester